FC(C=1C=C(C=CC1F)C=1C=C2C(=NC1)C=NN2CC(=O)C2=NC=C(C=C2F)F)F 2-(6-(3-(Difluoromethyl)-4-fluorophenyl)-1H-pyrazolo[4,3-b]pyridin-1-yl)-1-(3,5-difluoropyridin-2-yl)ethan-1-one